COC=1C=C2CCC[C@H](C2=CC1)NC(=O)[C@@H]1C(C[C@@H]2SCC[C@@H](C(N21)=O)NC([C@H](C)NC)=O)(C)C (4S,7S,9aS)-N-((R)-6-methoxy-1,2,3,4-tetrahydronaphthalen-1-yl)-8,8-dimethyl-4-((S)-2-(methylamino)propanamido)-5-oxooctahydropyrrolo[2,1-b][1,3]thiazepine-7-carboxamide